C1(=CC=C(C=C1)C=1C=CC=2N(C1)C=C(N2)C(=O)O)C2=CC=CC=C2 6-([1,1'-Biphenyl]-4-yl)imidazo[1,2-a]pyridine-2-carboxylic acid